O1[C@@H](CC1)COS(=O)(=O)C1=CC=C(C=C1)C (S)-oxetan-2-ylmethyl-4-methylbenzenesulfonate